C1(CCC1)CNCC=1C=CC=2N(C1)C=C(N2)CN2N=NC(=C2)C2=C1C=NNC1=CC(=C2)C 1-cyclobutyl-N-((2-((4-(6-methyl-1H-indazol-4-yl)-1H-1,2,3-triazol-1-yl)methyl)imidazo[1,2-a]pyridin-6-yl)methyl)methylamine